lithium 8-fluoro-7-isopropoxy-2-(tetrahydro-2H-pyran-4-yl)imidazo[1,2-a]pyridine-6-carboxylate FC=1C=2N(C=C(C1OC(C)C)C(=O)[O-])C=C(N2)C2CCOCC2.[Li+]